[Si](C)(C)(C(C)(C)C)OC[C@](CCCC)(C)NC=1C2=C(N=C(N1)NCC1=C(C=C(C=C1)OC)OC)C=C(N=C2)CC2=CC=C(C=C2)CN2CCCC2 (R)-N4-(1-((tert-butyldimethylsilyl)oxy)-2-methylhex-2-yl)-N2-(2,4-dimethoxybenzyl)-7-(4-(pyrrolidin-1-ylmethyl)benzyl)pyrido[4,3-d]pyrimidine-2,4-diamine